P(OC1=CC=CC=C1)(OCO[C@H]1O[C@H](C(=C1)F)N1C2=NC=NC(=C2N=C1)N)=O.[NH4+] ammonium phenyl ((((2R,5R)-5-(6-amino-9H-purin-9-yl)-4-fluoro-2,5-dihydrofuran-2-yl) oxy) methyl) phosphonate